N',3-Dihydroxy-5-((4-methyl-5-(4-(trifluoromethyl)phenyl)oxazol-2-yl)amino)picolinimidamide ON=C(C1=NC=C(C=C1O)NC=1OC(=C(N1)C)C1=CC=C(C=C1)C(F)(F)F)N